mesyl-hydroxylamineThIAl S(=O)(=O)(C)ON=S